5-ethynyl-Naphthalene-2-ol 2,2,2-trifluoroacetate salt FC(C(=O)O)(F)F.C(#C)C1=C2C=CC(=CC2=CC=C1)O